1-[2-(7-fluoro-2-methylindazol-5-yl)thieno[2,3-d][1,3]thiazol-5-yl]-1,6-diazaspiro[3.5]nonane FC1=CC(=CC2=CN(N=C12)C)C=1SC2=C(N1)SC(=C2)N2CCC21CNCCC1